2-methyl-1-phenylpropan-2-yl 4-methoxybenzoate COC1=CC=C(C(=O)OC(CC2=CC=CC=C2)(C)C)C=C1